4-chloro-2-[4-(pyrrolidine-1-carbonyl)cyclohexyl]-5-(tetrahydropyran-3-ylmethylamino)pyridazin-3-one ClC=1C(N(N=CC1NCC1COCCC1)C1CCC(CC1)C(=O)N1CCCC1)=O